4-amino-N-(1-(4-chlorobenzoyl)-6-methylisoquinolin-5-yl)thieno[3,2-d]pyrimidine-7-Carboxamide NC=1C2=C(N=CN1)C(=CS2)C(=O)NC2=C1C=CN=C(C1=CC=C2C)C(C2=CC=C(C=C2)Cl)=O